C(C)(=O)C1=NN(C2=CC=C(C=C12)C=1C=NC(=NC1)C)CC(=O)N1[C@@H]2C[C@@]2(C[C@H]1C(NC1=NC(=CC=C1C)Br)=O)C(=O)O (1R,3S,5S)-2-(2-(3-acetyl-5-(2-methylpyrimidin-5-yl)-1H-indazol-1-yl)acetyl)-3-((6-bromo-3-methylpyridin-2-yl)carbamoyl)-2-azabicyclo[3.1.0]hexane-5-carboxylic acid